FC=1C=C(C=C(C1)F)NC(C1=CC=CC=C1)=O N-(3,5-difluorophenyl)benzamide